6-Chloro-N-((1-methyl-4-phenylpiperidin-4-yl)methyl)-2-(trifluoromethyl)quinolin-4-amine ClC=1C=C2C(=CC(=NC2=CC1)C(F)(F)F)NCC1(CCN(CC1)C)C1=CC=CC=C1